ClC=1C=C2C(=NC=NC2=C(C1)C(F)(F)F)N([C@@H](C)C=1N(N=CN1)C1=NC=C(C=C1)C=1SC=CN1)C 6-chloro-N-methyl-N-[(1S)-1-[2-(5-thiazol-2-yl-2-pyridyl)-1,2,4-triazol-3-yl]ethyl]-8-(trifluoromethyl)quinazolin-4-amine